(S)-2-amino-N-(4-(benzylsulfanyl)phenyl)-3-(pyridin-3-yl)propionamide hydrochloride Cl.N[C@H](C(=O)NC1=CC=C(C=C1)SCC1=CC=CC=C1)CC=1C=NC=CC1